2-chloroacetic acid-3,4-difluorophenyl ester FC=1C=C(C=CC1F)OC(CCl)=O